FC=1C=2N(C=CC1)C=C(N2)C 8-fluoro-2-methylimidazo[1,2-a]pyridine